3-(8-(4-methoxy-1,6-dimethyl-2-oxo-1,2-dihydropyridin-3-yl)imidazo[1,2-a]pyridin-5-yl)propionic acid COC1=C(C(N(C(=C1)C)C)=O)C=1C=2N(C(=CC1)CCC(=O)O)C=CN2